7-chloro-5-{2-(5-chloro-2-oxospiro[indoline-3,4'-piperidin]-1'-yl)ethoxy}-1-(3-hydroxy-3-methylcyclobutyl)-1,3-dihydro-1,3-benzimidazol-2-one ClC1=CC(=CC2=C1N(C(N2)=O)C2CC(C2)(C)O)OCCN2CCC1(CC2)C(NC2=CC=C(C=C21)Cl)=O